N-methyl-2-phenylimidazo[1,2-a]pyridin-7-amine CNC1=CC=2N(C=C1)C=C(N2)C2=CC=CC=C2